(S)-benzyl 2-(1-(4-((2-fluorophenoxy)methyl)phenyl)imidazo[1,5-a]pyrazin-3-yl)pyrrolidine-1-carboxylate FC1=C(OCC2=CC=C(C=C2)C=2N=C(N3C2C=NC=C3)[C@H]3N(CCC3)C(=O)OCC3=CC=CC=C3)C=CC=C1